(3-amino-2-bromophenyl)(5-bromo-1H-pyrrolo[2,3-b]pyridin-3-yl)methanone NC=1C(=C(C=CC1)C(=O)C1=CNC2=NC=C(C=C21)Br)Br